O-Hydroxymethylglutaryl-L-homoserin OCOCC[C@H](NC(CCCC(=O)O)=O)C(=O)O